C(CCC)NC/C=C/C(=O)N1CC2=C(C(C1)C1=C(C=CC=C1)C=1C(=NN(C1)CC)C(F)(F)F)C=C(S2)C#N (E)-6-(4-(Butylamino)but-2-enoyl)-4-(2-(1-ethyl-3-(trifluoromethyl)-1H-pyrazol-4-yl)phenyl)-4,5,6,7-tetrahydrothieno[2,3-c]pyridine-2-carbonitrile